C[C@]12CC[C@H]3[C@H]([C@@H]1CC[C@@H]2O)CCC4=CC(=O)[C@H](C[C@]34C)O The molecule is an androstanoid that is testosterone carrying an additional hydroxy substituent at the 2beta-position. It has a role as a human metabolite and a rat metabolite. It is a 2-hydroxytestosterone and a secondary alpha-hydroxy ketone.